2-(2H-benzotriazol-2-yl)-6-(2-ethylhexyloxymethyl)-4-methyl-phenol N=1N(N=C2C1C=CC=C2)C2=C(C(=CC(=C2)C)COCC(CCCC)CC)O